N(N)N1CCOCC1 racemic-hydrazinomorpholine